C1N(CC12CCNCC2)C[C@H]2CN(CC2)C2=NC=NC=C2OC2=C(C(=O)N(C(C)C)C(C)C)C=C(C=C2)F (S)-2-((4-(3-((2,7-diazaspiro[3.5]nonan-2-yl)methyl)pyrrolidin-1-yl)pyrimidine-5-yl)oxy)-5-fluoro-N,N-diisopropylbenzamide